ClC1=C2C=C(NC2=CC=C1F)C(=O)N1CCN(CC1)C(=O)[C@@H]1CNCC1 (S)-(4-chloro-5-fluoro-1H-indol-2-yl)(4-(pyrrolidine-3-carbonyl)piperazin-1-yl)methanone